(2-(4-(1h-pyrazol-1-yl)phenyl)-6-methylpyridin-4-yl)(4-(methylsulfonyl)piperazin-1-yl)methanone N1(N=CC=C1)C1=CC=C(C=C1)C1=NC(=CC(=C1)C(=O)N1CCN(CC1)S(=O)(=O)C)C